NCCCNC1=C2CN(C(C2=CC=C1)=O)C1C(NC(CC1)=O)=O 3-(4-((3-aminopropyl)amino)-1-oxoisoindolin-2-yl)piperidine-2,6-dione